(rac)-2'-[6-amino-5-(trifluoromethyl)pyridin-3-yl]-N-[2-(3-chloropyridin-4-yl)propan-2-yl]-5',6'-dihydrospiro[pyrrolidine-3,4'-pyrrolo[1,2-b]pyrazole]-1-carboxamide NC1=C(C=C(C=N1)C=1C=C2N(N1)CC[C@]21CN(CC1)C(=O)NC(C)(C)C1=C(C=NC=C1)Cl)C(F)(F)F |r|